COC(=O)C1(CCC2(C(CC3=CC(=CC=C23)F)C[C@H](COCC2=CC=C(C=C2)OC)C)CC1)NC1=CC(=CC=C1)Cl (1R,4R)-4-(3-Chloroanilino)-5'-fluoro-2'-{(2R)-3-[(4-methoxyphenyl)methoxy]-2-methylpropyl}-2',3'-dihydrospiro[cyclohexane-1,1'-indene]-4-carboxylic acid methyl ester